2,5-dimethyl-6-(4-(4-(trifluoromethoxy)phenoxy)phenyl)pyrazolo[1,5-a]pyrimidin-7(4H)-one CC1=NN2C(NC(=C(C2=O)C2=CC=C(C=C2)OC2=CC=C(C=C2)OC(F)(F)F)C)=C1